2-chloro-4,5-dimethyl-1,3,2-dioxaphospholane ClP1OC(C(O1)C)C